5-amino-2,3-dihydrofuran-3-one NC1=CC(CO1)=O